2-Methyl-1-phenylpropan-2-yl-4-methoxybenzoat CC(CC1=CC=CC=C1)(C)OC(C1=CC=C(C=C1)OC)=O